16-methyl-4-heptadecene CC(CCCCCCCCCCC=CCCC)C